9-cyclopropyl-6-(difluoromethyl)-N-(1-(methylsulfonyl)piperidin-4-yl)imidazo[1',2':1,6]pyrido[2,3-d]pyrimidin-2-amine C1(CC1)C1=CN=C2C(=CC3=C(N=C(N=C3)NC3CCN(CC3)S(=O)(=O)C)N21)C(F)F